tert-butyl (2S)-2-[[(3S)-1-[(E)-3-iodoprop-2-enoyl]pyrrolidine-3-carbonyl]-methyl-amino]-3-methyl-butanoate I/C=C/C(=O)N1C[C@H](CC1)C(=O)N([C@H](C(=O)OC(C)(C)C)C(C)C)C